OC(CN1N=C(C(=C1)C1=NC(=NC=C1)NC=1C=C2CCN(CC2=CC1)C(=O)OC(C)(C)C)C=1C=NC=CC1)(C)C tert-Butyl 6-((4-(1-(2-hydroxy-2-methylpropyl)-3-(pyridin-3-yl)-1H-pyrazol-4-yl)pyrimidin-2-yl)amino)-3,4-dihydroisoquinoline-2(1H)-carboxylate